Cl.NC/C(/CN1N=C2N(C=CC(=C2)C2=CC=3C(=NON3)C=C2)C1=O)=C\F 2-[(2E)-2-(aminomethyl)-3-fluoroprop-2-en-1-yl]-7-(2,1,3-benzoxadiazol-5-yl)[1,2,4]triazolo[4,3-a]pyridin-3(2H)-one hydrochloride